5-ethylpyridine-2-carbaldehyde C(C)C=1C=CC(=NC1)C=O